fluoro-dodecanethiol FC(CCCCCCCCCCC)S